CN1CCN(C2=C(C=CC=C12)C)C(=O)[C@H]1N(CCC1)C1=C(C#N)C(=CC(=N1)C)C(F)(F)F (S)-2-(2-(4,8-dimethyl-1,2,3,4-tetrahydroquinoxalin-1-carbonyl)pyrrolidin-1-yl)-6-methyl-4-(trifluoromethyl)nicotinonitrile